CC=1C(C(C(C1C)C)C)=O 2,3,4,5-tetramethylcyclopent-2-en-1-one